COC1=CC=C(C=C1)C(=C(CCC1=CC=C(C=C1)OC)CC=C)CC=C 1,4-di(p-methoxyphenyl)-1,2-diallyl-1-butene